C1(CC1)C(NC(CCC(F)(F)F)=O)C1=CC2=C(N(C=N2)COCC[Si](C)(C)C)C=C1 N-(cyclopropyl(1-((2-(trimethylsilyl)ethoxy)methyl)-1H-benzo[d]imidazol-5-yl)methyl)-4,4,4-trifluorobutanamide